2-[[4-(5-Bromo-2-(6-chloropyridin-3-yl)-1H-imidazol-4-yl)-3-methoxyphenoxy]methyl]-5-(trifluoromethyl)pyridine BrC1=C(N=C(N1)C=1C=NC(=CC1)Cl)C1=C(C=C(OCC2=NC=C(C=C2)C(F)(F)F)C=C1)OC